ClC=1N=C(C2=C(N1)SC=N2)NCCC2=CNC1=CC=C(C=C21)OC 5-chloro-N-(2-(5-methoxy-1H-indol-3-yl)ethyl)thiazolo[5,4-d]pyrimidin-7-amine